ClC1=C2CCN([C@@H](C2=C(C=C1)OCC=1N=NN(C1C(F)F)C)CN1C(CCC1)=O)C(=O)C1CC2CCC1C2 3-((S)-5-Chloro-8-((5-(difluoromethyl)-1-methyl-1H-1,2,3-triazol-4-yl)methoxy)-1-((2-oxopyrrolidin-1-yl)methyl)-1,2,3,4-tetrahydroisochinolin-2-carbonyl)bicyclo[2.2.1]heptan